7-(4-chlorobenzyl)-8-cyclopentyl-1-(3-methoxypropyl)-3-methyl-3,7-dihydro-1H-purine-2,6-dione ClC1=CC=C(CN2C(=NC=3N(C(N(C(C23)=O)CCCOC)=O)C)C2CCCC2)C=C1